1-Dimethylaminomethyl-cyclopropanecarboxylic acid (4-methoxy-7-phenyl-thiazolo[4,5-c]pyridin-2-yl)-amide COC1=NC=C(C2=C1N=C(S2)NC(=O)C2(CC2)CN(C)C)C2=CC=CC=C2